BrC=1C=C(C2=C(C=C([C@H](O2)C(F)(F)F)C(=O)O)C1)C([2H])(F)F (S)-6-bromo-8-(difluoromethyl-d)-2-trifluoromethyl-2H-benzopyran-3-carboxylic acid